6-fluoro-5-(2-triisopropylsilylethynyl)naphthalene-2-ol FC=1C(=C2C=CC(=CC2=CC1)O)C#C[Si](C(C)C)(C(C)C)C(C)C